4-(3-cyano-6-(1-methyl-1H-pyrazol-4-yl)pyrazolo[1,5-a]pyridin-4-yl)-N-((6-(4-fluoro-1H-pyrazol-1-yl)pyridin-3-yl)methyl)-1,4-diazepan-1-carboxamide C(#N)C=1C=NN2C1C(=CC(=C2)C=2C=NN(C2)C)N2CCN(CCC2)C(=O)NCC=2C=NC(=CC2)N2N=CC(=C2)F